2-(Diethoxyphosphoryl)-4,4-difluorobutanoic acid ethyl ester C(C)OC(C(CC(F)F)P(=O)(OCC)OCC)=O